4-(4-fluorophenyl)-7-hydroxy-2-(3-hydroxypropyl)-3-tetrahydropyran-4-yl-isoquinolin-1-one FC1=CC=C(C=C1)C1=C(N(C(C2=CC(=CC=C12)O)=O)CCCO)C1CCOCC1